4-(4-methyl-3-pentenyl)-3-cyclohexene CC(=CCCC1=CCCCC1)C